(4-butylphenyl)DIPHENYL-AMINE C(CCC)C1=CC=C(C=C1)N(C1=CC=CC=C1)C1=CC=CC=C1